CC(CC)CCCC(CCCC(CCCCCCCCCCCCCCCCCCCC)C)C 3,7,11-Trimethylhentriacontane